BrCC=1C=C2C=3C(N(C(NC3C1F)=O)C)=NN2C 7-(Bromomethyl)-6-fluoro-1,3-dimethyl-1,5-dihydropyrazolo[3,4,5-de]quinazolin-4(3H)-one